1-Methyl-6-(methylsulfonyl)-1,2-dihydro-3H-benzo[e]indole-3-carboximidamide 2,2,2-trifluoroacetic acid salt FC(C(=O)O)(F)F.CC1CN(C=2C=CC3=C(C12)C=CC=C3S(=O)(=O)C)C(N)=N